(S)-1-(1-(2-(1H-indol-3-yl)ethyl)-6,7-dimethoxy-3,4-dihydroisoquinoline-2(1H)-yl)-2,2,2-trifluoroeth-ane-1-one N1C=C(C2=CC=CC=C12)CC[C@@H]1N(CCC2=CC(=C(C=C12)OC)OC)C(C(F)(F)F)=O